O1C2=C(N=CC1)N=CC=C2 pyrido[3,2-b][1,4]oxazin